nona-2,6-dien-1-yl 4-oxopentanoate O=C(CCC(=O)OCC=CCCC=CCC)C